2-(6-((2s,4s)-4-amino-2-(hydroxymethyl)pyrrolidin-1-yl)pyridin-2-yl)-4-(2-fluoro-6-methoxyphenyl)-2,3-dihydro-1H-pyrrolo[3,4-c]pyridin-1-one N[C@H]1C[C@H](N(C1)C1=CC=CC(=N1)N1CC=2C(=NC=CC2C1=O)C1=C(C=CC=C1OC)F)CO